1-[4-[6-[5-[[6-(1-fluoro-1-methyl-ethyl)pyrazin-2-yl]amino]-1-methyl-pyrazol-4-yl]-3-pyridinyl]phenyl]cyclopropanecarboxylic acid FC(C)(C)C1=CN=CC(=N1)NC1=C(C=NN1C)C1=CC=C(C=N1)C1=CC=C(C=C1)C1(CC1)C(=O)O